ClC1=C(C(=CC=C1)F)C1=NOC(=C1C(=O)NC1=CC=C(C=C1)C(\C=C\C1=CC=C(C=C1)N(C)CCO)=O)C 3-(2-Chloro-6-fluorophenyl)-N-[4-[(E)-3-[4-[2-hydroxyethyl(methyl)amino]phenyl]prop-2-enoyl]phenyl]-5-methyl-1,2-oxazole-4-carboxamide